C(=C)S(=O)(=O)N1CCOCCN(CCOCCN(CCOCC1)S(=O)(=O)C=C)S(=O)(=O)C=C 4,10,16-tris(vinylsulfonyl)-1,7,13-trioxa-4,10,16-triazacyclooctadecane